(S)-2-((tert-butoxycarbonyl)amino)-2-cyclopentyl-acetic acid C(C)(C)(C)OC(=O)N[C@H](C(=O)O)C1CCCC1